N-Isopropyl-5-(5-methoxy-3,4'-bipyridin-2'-yl)-1H-1,2,4-triazol-3-amin C(C)(C)NC1=NNC(=N1)C1=NC=CC(=C1)C=1C=NC=C(C1)OC